diethyl furandicarboxylate O1C(=C(C=C1)C(=O)OCC)C(=O)OCC